4-Chloro-2-({3-[2-(4-chlorophenyl)-2-fluoroethyl]-1,2,4-oxadiazol-5-yl}methyl)-5-(hydroxymethyl)pyridazin-3-one ClC=1C(N(N=CC1CO)CC1=NC(=NO1)CC(F)C1=CC=C(C=C1)Cl)=O